OC1=C(C=CC=C1)C=1C=C2C(=NN1)NC[C@@H]1N2CCN(C1)C1CCN(CC1)C1CCN(CC1)C1CC2(C1)CCC(CC2)C(=O)OCC 2-Ethyl 2-(4-((S)-2-(2-hydroxyphenyl)-5,6,6a,7,9,10-hexahydro-8H-pyrazino[1',2':4,5]pyrazino[2,3-c]pyridazin-8-yl)-[1,4'-bipiperidin]-1'-yl)spiro[3.5]nonane-7-carboxylate